(S)-1-((7-cyano-2-(3'-(3-((1-hydroxy-prop-2-ylamino)methyl)-1,7-naphthyridin-8-ylamino)-2,2'-dimethylbiphenyl-3-yl)benzo[d]oxazol-5-yl)methyl)piperidine-4-carboxylic acid C(#N)C1=CC(=CC=2N=C(OC21)C=2C(=C(C=CC2)C2=C(C(=CC=C2)NC=2N=CC=C1C=C(C=NC21)CN[C@H](CO)C)C)C)CN2CCC(CC2)C(=O)O